5-diaminomethylfuran NC(C1=CC=CO1)N